N-((6-((2R,3S,4S,5R)-3-(3,4-difluoro-2-methoxyphenyl)-4,5-dimethyl-5-(trifluoromethyl)tetrahydrofuran-2-yl)-2-methyl-4-oxo-1,4-dihydropyridin-3-yl)methyl)isobutyramide FC=1C(=C(C=CC1F)[C@H]1[C@@H](O[C@]([C@H]1C)(C(F)(F)F)C)C1=CC(C(=C(N1)C)CNC(C(C)C)=O)=O)OC